methylspiro[azetidine-3,2'-indoline] CN1C2(CC3=CC=CC=C13)CNC2